3-(1-oxo-6-(4-(6-(trifluoromethoxy)pyridin-2-yl)-1H-1,2,3-triazol-1-yl)isoindolin-2-yl)piperidine-2,6-dione O=C1N(CC2=CC=C(C=C12)N1N=NC(=C1)C1=NC(=CC=C1)OC(F)(F)F)C1C(NC(CC1)=O)=O